5-[5-[(1R)-1-(3,5-dimethylpyridazin-4-yl)ethoxy]-1H-indazol-3-yl]-2-methoxy-benzene-1,3-dicarbonitrile CC=1N=NC=C(C1[C@@H](C)OC=1C=C2C(=NNC2=CC1)C=1C=C(C(=C(C1)C#N)OC)C#N)C